C(C)NN(C(=O)OC)C methyl 2-ethyl-1-methylhydrazinecarboxylate